4-(trimethoxysilyl)butanal CO[Si](CCCC=O)(OC)OC